C(CCCC)N(C(=O)N)CCCCCCCC N-pentyl-N-octylurea